(S)-N-(1''-(5-(cyclopentyl(hydroxy)methyl)furan-2-carbonyl)dispiro[cyclopropane-1,1'-cyclohexane-4',3''-indolin]-5''-yl)methanesulfonamide C1(CCCC1)[C@@H](C1=CC=C(O1)C(=O)N1CC2(C3=CC(=CC=C13)NS(=O)(=O)C)CCC1(CC2)CC1)O